[(2R,3S,4R,5R)-5-(4-aminopyrrolo[2,1-f][1,2,4]triazin-7-yl)-5-cyano-3,4-dihydroxy-tetrahydrofuran-2-yl]methyl isoxazolidine-2-carboxylate O1N(CCC1)C(=O)OC[C@H]1O[C@@]([C@@H]([C@@H]1O)O)(C#N)C1=CC=C2C(=NC=NN21)N